C(C)OC(CC(=O)O)CCCN(C(C)C)C1=NC(=C(N=C1)C1=CC=CC=C1)C1=CC=CC=C1 3-Ethoxy-6-[N-(5,6-diphenylpyrazin-2-yl)-N-isopropylamino]hexanoic acid